7-((diphenylmethylene)amino)-1-(methylsulfanyl)-2,6-naphthyridine-3-carbonitrile C1(=CC=CC=C1)C(C1=CC=CC=C1)=NC1=NC=C2C=C(N=C(C2=C1)SC)C#N